6-[7-(4-fluoro-2-methoxy-phenyl)-6-[1-(1-prop-2-enylazetidin-3-yl)pyrazol-4-yl]thiazolo[4,5-c]pyridin-4-yl]-3,4-dihydro-1H-isoquinoline-2-carboxylic acid tert-butyl ester C(C)(C)(C)OC(=O)N1CC2=CC=C(C=C2CC1)C1=NC(=C(C2=C1N=CS2)C2=C(C=C(C=C2)F)OC)C=2C=NN(C2)C2CN(C2)CC=C